2-cyano-N-(2,3-dihydroxypropyl)acetamide C(#N)CC(=O)NCC(CO)O